C(C1CO1)OCO[Si](OC)(OC)CCC (2,3-epoxypropoxy)-propyl-trimethoxysilane